2H-thieno[2',3':4,5]pyrrolo[1,2-c]imidazole S1CC=C2C1=CC=1N2C=NC1